tert-butyl (6-bromo-7-iodoisoquinolin-3-yl)carbamate BrC=1C=C2C=C(N=CC2=CC1I)NC(OC(C)(C)C)=O